C(C)OC(=O)C1(CNC1)C1=CC(=C(C=C1)F)F 3-(3,4-Difluorophenyl)azetidine-3-carboxylic acid ethyl ester